(S)-3,3'-bis(anthracen-9-yl)-[1,1'-binaphthyl] C1=CC=CC2=CC3=CC=CC=C3C(=C12)C=1C=C(C2=CC=CC=C2C1)C1=CC(=CC2=CC=CC=C12)C=1C2=CC=CC=C2C=C2C=CC=CC12